tri(dodecyl)ammonium 2-Cyanoethyl-(((1-(5-(4-(hexyl)-1h-1,2,3-triazol-1-ylmethyl)-2-nitrophenyl)ethoxy)methoxy)propyl)diisopropylphosphoramidite C(#N)CCCC(C)(N(P([O-])[O-])C(C)C)CCCOCOC(C)C1=C(C=CC(=C1)CN1N=NC(=C1)CCCCCC)[N+](=O)[O-].C(CCCCCCCCCCC)[NH+](CCCCCCCCCCCC)CCCCCCCCCCCC.C(CCCCCCCCCCC)[NH+](CCCCCCCCCCCC)CCCCCCCCCCCC